ClC1=CC=C(C=C1)C1=CC2=C(N=C(N=C2)NC=2C(=NC(=CC2)N2CCNCC2)OC)N2C1=NCC2 6-(4-chlorophenyl)-N-(2-methoxy-6-(piperazin-1-yl)pyridin-3-yl)-8,9-dihydroimidazo[1',2':1,6]pyrido[2,3-d]pyrimidin-2-amine